N1(C=CC2=CC=CC=C12)N Indol-1-amine